8-(2,4-Dichlorophenyl)-9-(4-(1-(3-fluoropropyl)azetidin-3-carbonyl)phenyl)-6,7-dihydro-5H-benzo[7]annulen ClC1=C(C=CC(=C1)Cl)C=1CCCC2=C(C1C1=CC=C(C=C1)C(=O)C1CN(C1)CCCF)C=CC=C2